FC1=CC(=C(C=C1)C(C)N1C[C@@H](N(C[C@H]1C)C=1C=2C(N(C(C1)=O)C)=CN(N2)CC#N)C)C(C)OC 2-(7-((2S,5R)-4-(1-(4-fluoro-2-(1-methoxyethyl)phenyl)ethyl)-2,5-dimethylpiperazin-1-yl)-4-methyl-5-oxo-4,5-dihydro-2H-pyrazolo[4,3-b]pyridin-2-yl)acetonitrile